FC=1C(=C(C=CC1)C1CCN(CC1)C(=O)C1=NNC=2CN(CCC21)C(C)=O)C(F)(F)F 1-(3-(4-(3-Fluoro-2-(trifluoromethyl)phenyl)piperidine-1-carbonyl)-4,5-dihydro-1H-pyrazolo[3,4-c]pyridin-6(7H)-yl)ethanone